9,9,9',9'-tetra(4-methylphenyl)-2,2'-bi-9H-fluorene CC1=CC=C(C=C1)C1(C2=CC=CC=C2C=2C=CC(=CC12)C1=CC=2C(C3=CC=CC=C3C2C=C1)(C1=CC=C(C=C1)C)C1=CC=C(C=C1)C)C1=CC=C(C=C1)C